C(N)(OCCCN1CCCCC1)=O [3-(piperidin-1-yl) propyl] carbamate